CN1C(=C(C2=CC=CC=C12)\N=N\C1=CC=CC=C1)C(=O)C1=CC=CC=C1 (E)-(1-methyl-3-(phenyldiazenyl)-1H-indol-2-yl)(phenyl)methanone